(R)-2-(benzyloxy)-4-(N-((5-cyclohexylpyridin-2-yl)methyl)-1-((perfluorophenyl)sulfonyl)azetidine-2-carboxamido)benzoic acid C(C1=CC=CC=C1)OC1=C(C(=O)O)C=CC(=C1)N(C(=O)[C@@H]1N(CC1)S(=O)(=O)C1=C(C(=C(C(=C1F)F)F)F)F)CC1=NC=C(C=C1)C1CCCCC1